Ethyl-4-methoxybenzoat C(C)OC(C1=CC=C(C=C1)OC)=O